(1S,4S)-5-(8-((1,3-dimethyl-1H-pyrazol-5-yl)sulfonyl)-8-azaspiro[4.5]decan-2-yl)-2-oxa-5-azabicyclo[2.2.1]heptane CN1N=C(C=C1S(=O)(=O)N1CCC2(CCC(C2)N2[C@@H]3CO[C@H](C2)C3)CC1)C